2-(azidomethyl)-6,7-dihydropyrazolo[1,5-a]Pyrazin-4(5H)-one N(=[N+]=[N-])CC1=NN2C(C(NCC2)=O)=C1